N-cyclopropyl-1-(2-(4-cyclopropyl-1H-1,2,3-triazol-1-yl)-3,3-dimethylbutyryl)-4-hydroxypyrrolidine-2-carboxamide C1(CC1)NC(=O)C1N(CC(C1)O)C(C(C(C)(C)C)N1N=NC(=C1)C1CC1)=O